C(C)(C)(C)BP(=O)(OC)O (S)-tert-butylmethylphosphonoborane